COC(CCCCCCCN(CC(=O)N1CCN(CC1)C(CN(CCCCCCCCC)CCCCCCCCC)=O)CCN(CCCCCCCCC)CCCCCCCCC)=O Methyl-8-((2-(dinonylamino)ethyl)(2-(4-(dinonylglycyl)piperazin-1-yl)-2-oxoethyl)amino)octanoate